6-cyclobutylmethyl-5-oxo-1,4,5,6-tetrahydropyrido[3,4-C][1,8]naphthyridine-3(2H)-carboxylic acid tert-butyl ester C(C)(C)(C)OC(=O)N1CC=2C(N(C=3N=CC=CC3C2CC1)CC1CCC1)=O